C(C1=CC=CC=C1)OC(=O)N[C@@]1(CN(CCC(C1)F)C(=O)OC(C)(C)C)C tert-butyl (3S)-3-(((benzyloxy) carbonyl) amino)-5-fluoro-3-methylazepan-1-carboxylate